magnesium-aluminum-iron-cobalt-zinc [Zn].[Co].[Fe].[Al].[Mg]